C1(=CC=CC2=CC=CC=C12)[C@@H](C)N (1R)-1-(1-naphthyl)ethylamine